[Pb](I)I.CN methylamine lead iodide salt